NC1=NC=NC=2N(C3=CC=C(C=C3C21)C(=O)N)CC(=O)N2[C@@H]1C[C@@H]1C[C@H]2C(NC2=NC(=CC=C2)Br)=O 4-amino-9-(2-((1R,3S,5R)-3-((6-bromopyridin-2-yl)carbamoyl)-2-azabicyclo[3.1.0]hexan-2-yl)-2-oxoethyl)-9H-pyrimido[4,5-b]indole-6-carboxamide